N-((5-(pyridin-3-yloxy)-1-(4-(trifluoromethyl)phenyl)-1,2,3,4-tetrahydroquinolin-3-yl)methyl)acrylamide N1=CC(=CC=C1)OC1=C2CC(CN(C2=CC=C1)C1=CC=C(C=C1)C(F)(F)F)CNC(C=C)=O